OC1COC2(CN(C2)C(=O)OC(C)(C)C)C1 Tert-Butyl 7-hydroxy-5-oxa-2-azaspiro[3.4]octane-2-carboxylate